NC1=C(SC2=NC(=CC=C21)C)C(=O)N[C@H]2COC1=C(C2)C=CC(=C1)N1[C@@H]([C@@H]([C@H](C1)N)OC)C 3-amino-N-[(3R)-7-[(2R,3R,4S)-4-amino-3-methoxy-2-methylpyrrolidin-1-yl]-3,4-dihydro-2H-1-benzopyran-3-yl]-6-methylthieno[2,3-b]pyridine-2-carboxamide